C(#CC)C1=CC(=CN=N1)C(=O)N 6-prop-1-ynyl-pyridazine-4-carboxamide